3-(3,3-difluoropyrrolidin-1-yl)-4-(methyl(4-(5-(trifluoromethyl)-1,2,4-oxadiazol-3-yl)benzyl)amino)cyclobut-3-ene-1,2-dione FC1(CN(CC1)C=1C(C(C1N(CC1=CC=C(C=C1)C1=NOC(=N1)C(F)(F)F)C)=O)=O)F